C1(=CC=CC=C1)S(=O)C=1C(=C(C(=CC1)N)N)F 4-(phenylsulfinyl)-3-fluorobenzene-1,2-diamine